C(C)OOC(C(=O)OCC)=O ethyl 2-ethylperoxy-2-oxoacetate